C1(CC1)N1C=NC2=C1C=C(C(=C2)C2=CC(=NC=C2)C)N 1-Cyclopropyl-5-(2-methylpyridin-4-yl)-1H-benzimidazol-6-amine